(E)-4-(p-tolyldiazenyl)phenyl sulfurofluoridate S(OC1=CC=C(C=C1)\N=N\C1=CC=C(C=C1)C)(=O)(=O)F